C(C)(C)(C)OOC(C)(C#CC(C)(C)OOC(C)(C)C)C 2,5-bis(t-butylperoxy)-2,5-dimethylhexyne